4-amino-3-[6-(5-fluoro-2-methylphenyl)pyridine-3-ylazo]naphthalene NC1=C(C=CC2=CC=CC=C12)N=NC=1C=NC(=CC1)C1=C(C=CC(=C1)F)C